5-methylhexan-1-ol CC(CCCCO)C